Cl.COC1=C(C(=CC=C1)OC)S(=O)(=O)NC1=NOC2=NC(=CC(=C21)OC)C2=CC(=CC=C2)N2CCNCC2 2,6-dimethoxy-N-(4-methoxy-6-(3-(piperazin-1-yl)phenyl)isoxazolo[5,4-b]pyridin-3-yl)benzenesulfonamide hydrochloride